ClC=1C=NC=C(C1NC1=CC(OC2=C(C(=CC=C12)OC)OCCCCC(=O)N1CCC(CC1)C#CC1=C2CN(C(C2=CC=C1)=O)C1C(NC(CC1)=O)=O)=O)Cl 3-(4-((1-(5-((4-((3,5-dichloropyridin-4-yl)amino)-7-methoxy-2-oxo-2H-chromen-8-yl)oxy)pentanoyl)piperidin-4-yl)ethynyl)-1-oxoisoindolin-2-yl)piperidine-2,6-dione